C(#N)C1CCN(CC1)C(=O)C1CC12CCN(CC2)C(=O)OC(C(F)(F)F)C(F)(F)F 1,1,1,3,3,3-hexafluoropropan-2-yl (+)-1-(4-cyanopiperidine-1-carbonyl)-6-azaspiro[2.5]octane-6-carboxylate